N-(4-(4-fluorophenyl)-6-(4-methoxyphenyl)pyrimidin-2-yl)-2-(4-methylpiperazin-1-yl)acetamide FC1=CC=C(C=C1)C1=NC(=NC(=C1)C1=CC=C(C=C1)OC)NC(CN1CCN(CC1)C)=O